trans-tertbutyl 4-acetyl-3-(2-chloro-6-(6-(methylcarbamoyl)pyrimidin-4-yl)pyridin-4-yl)-5-(methoxymethyl)piperazine-1-carboxylate C(C)(=O)N1[C@@H](CN(C[C@H]1COC)C(=O)OC(C)(C)C)C1=CC(=NC(=C1)C1=NC=NC(=C1)C(NC)=O)Cl